7-hydroxyquinoline OC1=CC=C2C=CC=NC2=C1